3-bromo-3'-chloro-1,1'-biphenyl BrC=1C=C(C=CC1)C1=CC(=CC=C1)Cl